fluoropyridinium triflate [O-]S(=O)(=O)C(F)(F)F.F[N+]1=CC=CC=C1